NC=1C=C(C=C(C1)C(F)(F)F)[C@@H](C)NC1=NC(=NC2=CC=C(C=C12)N(C=1C=C(C(=NC1)OC)N1C(N(CC1)C)=O)C)C (R)-1-(5-((4-((1-(3-amino-5-(trifluoromethyl)phenyl)ethyl)amino)-2-methylquinazolin-6-yl)(methyl)amino)-2-methoxypyridin-3-yl)-3-methylimidazolidin-2-one